NC1=C(SC(=C1)C1=CC=C(C=C1)C(C)(C)C)C(C)=O 1-(3-amino-5-(4-tert-butylphenyl)thiophen-2-yl)ethanone